N1,N1-bis(2-((tert-butyldimethylsilyl)oxy)dodecyl)-N3-methylpropane-1,3-diamine [Si](C)(C)(C(C)(C)C)OC(CN(CCCNC)CC(CCCCCCCCCC)O[Si](C)(C)C(C)(C)C)CCCCCCCCCC